tert-butyl (4-((2,3-diaminopyridin-4-yl)oxy)-2-fluorophenyl)carbamate NC1=NC=CC(=C1N)OC1=CC(=C(C=C1)NC(OC(C)(C)C)=O)F